5-((2'-(4-Phenylpiperazin-1-yl)-[2,4'-bipyrimidin]-4-yl)ethynyl)-1H-indazole C1(=CC=CC=C1)N1CCN(CC1)C1=NC=CC(=N1)C1=NC=CC(=N1)C#CC=1C=C2C=NNC2=CC1